N1C(=CC=C(C=C1)C(=O)OCC)C(=O)OCC diethyl azepine-2,5-dicarboxylate